(1-(((2-Chloro-5-iodopyridin-4-yl)amino)methyl)cyclopropyl)methanol ClC1=NC=C(C(=C1)NCC1(CC1)CO)I